C(CCCCCCCCCCCCC)N(CCC(=O)O[C@@H]1CC[C@H](CC1)OC(CCN(CCCCCCCCCCCCCC)CCCCCCCCCCCCCC)=O)CCCCCCCCCCCCCC (trans)-cyclohexane-1,4-diyl bis(3-(ditetradecylamino)propanoate)